C(C)C1=C(CN2CC(CC2)C(=O)O)C=CC(=C1)C(C)=NOCC1=CC(=C(C=C1)C1=CN=NC=C1)C 1-(2-ethyl-4-(1-(((3-methyl-4-(pyridazin-4-yl)benzyl)oxy)imino)ethyl)benzyl)pyrrolidine-3-carboxylic acid